FC1=C(C=CC=C1)C=1C(=C(C(=O)NC)C=C(C1O)C(C)C)O (2-fluorophenyl)-2,4-dihydroxy-5-isopropyl-N-methylbenzamide